N-pyrazinyl-2-formyl-O-methyl-L-seryl-S-methyl-L-cysteine N1=C(C=NC=C1)N[C@@](COC)(C(=O)N[C@@H](CSC)C(=O)O)C=O